FC=1C=C(C=C(C1)F)N1N=C(N=C1)NCC1=C(N=NN1C)C1=CC=C(C(=N1)C)O[C@@H]1C[C@H](CCC1)C(=O)O (1S,3S)-3-((6-(5-(((1-(3,5-difluorophenyl)-1H-1,2,4-triazol-3-yl)amino)methyl)-1-methyl-1H-1,2,3-triazol-4-yl)-2-methylpyridin-3-yl)oxy)cyclohexane-1-carboxylic acid